O/C(=C(/C(=O)O)\CP(=O)(O)O)/C(=O)O hydroxy(phosphonomethyl)maleic acid